ClC=1SC(=CC1C(=O)NCC(F)(F)F)OC[C@H](C)N(S(=O)(=O)C(F)(F)F)COC 2-chloro-5-[(2S)-2-[methoxymethyl(trifluoromethyl-sulfonyl)amino]propoxy]-N-(2,2,2-trifluoroethyl)thiophene-3-carboxamide